tetrafluoro-phthalaldehydic acid FC=1C(=C(C(=C(C1C(=O)O)C=O)F)F)F